C(C)C(=CC1=CC=CC=C1)C ethyl-methyl-styrene